C1(=CC=CC2=CC=CC=C12)C(=C)P(O)(O)=O (1-(naphthalene-1-yl)vinyl)phosphonic acid